4-(trifluoromethyl)benzaldehyd FC(C1=CC=C(C=O)C=C1)(F)F